2-{[(2S)-2-hydroxypropyl]amino}-N-(1-methylcyclopropyl)-8-(1-methylpiperidin-4-yl)-3-[(1-methylpyrazol-4-yl)methyl]-4-oxoquinazoline-6-sulfonamide O[C@H](CNC1=NC2=C(C=C(C=C2C(N1CC=1C=NN(C1)C)=O)S(=O)(=O)NC1(CC1)C)C1CCN(CC1)C)C